4-(((S)-1-(2-chloro-5-fluorophenyl)ethyl)amino)-2-fluoro-N-((R,E)-4-(methylsulfonyl)but-3-en-2-yl)benzamide ClC1=C(C=C(C=C1)F)[C@H](C)NC1=CC(=C(C(=O)N[C@H](C)\C=C\S(=O)(=O)C)C=C1)F